diphenyl-(2-naphthyl)sulfonium C1(=CC=CC=C1)[S+](C1=CC2=CC=CC=C2C=C1)C1=CC=CC=C1